(R)-N-(1-(3-((5-cyanopyrimidin-2-yl)amino)pyrrolidin-1-yl)phthalazin-6-yl)acrylamide formate C(=O)O.C(#N)C=1C=NC(=NC1)N[C@H]1CN(CC1)C1=NN=CC2=CC(=CC=C12)NC(C=C)=O